5-Amino-3-(4-(2-((3-(3-bromophenyl)isoxazol-5-yl)amino)-2-oxoethyl)phenyl)-1-isopropyl-1H-pyrazole-4-carboxamide NC1=C(C(=NN1C(C)C)C1=CC=C(C=C1)CC(=O)NC1=CC(=NO1)C1=CC(=CC=C1)Br)C(=O)N